tert-butyl ((1S,3S)-3-((6-(1-ethoxyvinyl)-1,2,4-triazin-3-yl)amino)cyclopentyl)carbamate C(C)OC(=C)C1=CN=C(N=N1)N[C@@H]1C[C@H](CC1)NC(OC(C)(C)C)=O